urea-imine NC(N)=N